NC1=C(C(=NC(=C1)SC1=C(C(=NC=C1)Cl)Cl)CO)N1CCC(CC1)(C)N (4-amino-3-(4-amino-4-methylpiperidin-1-yl)-6-((2,3-dichloropyridin-4-yl)thio)pyridin-2-yl)methanol